FC(CN1C(=NC=2C1=NC(=CN2)C=2C=CN1N=C(N=CC12)NC1CCC(CC1)(O)C)C)F 4-((5-(1-(2,2-difluoroethyl)-2-methyl-1H-imidazo[4,5-b]pyrazin-6-yl)pyrrolo[2,1-f][1,2,4]triazin-2-yl)amino)-1-methylcyclohexan-1-ol